Ethyl 2,5-dioxotetrahydro-1H-pyrrolizine-7a(5H)-carboxylate O=C1CC2(CCC(N2C1)=O)C(=O)OCC